ClC=1C=C(C=CC1O)C=1OC2=C(N1)C=CC(=C2)C(=O)OC methyl 2-(3-chloro-4-hydroxy-phenyl)-1,3-benzoxazole-6-carboxylate